3-(6-(difluoromethoxy)-1H-benzo[d]imidazol-2-yl)-N-(4-(pyridazin-3-yl)phenyl)aniline FC(OC=1C=CC2=C(NC(=N2)C=2C=C(NC3=CC=C(C=C3)C=3N=NC=CC3)C=CC2)C1)F